C(C)OC1=C(C(=O)NCC=2N=C(OC2)C2=CC(N(C=C2)C(C)C)=O)C=CC=C1 2-ethoxy-N-((2-(1-isopropyl-2-oxo-1,2-dihydropyridin-4-yl)oxazol-4-yl)methyl)benzamide